Cl.Cl.N1N=CC(=C1)C=1C=CC2=C(N(C=N2)CCC[C@H]2NCCC[C@@H]2O)C1 (2R,3S)-2-(3-(6-(1H-pyrazol-4-yl)-1H-benzo[d]imidazol-1-yl)propyl)piperidin-3-ol dihydrochloride